ClC1=C(C=C2C(=NNC2=C1)C1=CC(=NC=C1)OC)C1C[C@@H]2[C@@H](CN(C2)[C@@H]2CC[C@H](CC2)OC)C1 trans-6-chloro-5-((3aR,5s,6aS)-2-(4-methoxycyclohexyl)octahydrocyclopenta[c]pyrrol-5-yl)-3-(2-methoxypyridin-4-yl)-1H-indazole